ethyl 3-(3,5-difluorophenylethyl)-1H-pyrazole-5-carboxylate (ethyl 3-(3,5-difluorophenyl)-1H-pyrazole-5-carboxylate) C(C)N1N=C(C=C1C(=O)O)C1=CC(=CC(=C1)F)F.FC=1C=C(C=C(C1)F)CCC1=NNC(=C1)C(=O)OCC